NC1=C(N=NN1CC1=CC(=C(C(=C1)Cl)C(C1=CC=C(C=C1)Cl)=O)Cl)C(=O)N 5-amino-1-{[3,5-dichloro-4-(4-chlorobenzoyl)phenyl]methyl}-1H-1,2,3-triazole-4-carboxamide